FC=1C=C2C(=C(C=NC2=CC1F)C(=O)N1CCN(CC1)C(=O)NCC)N1CCC2(OCCO2)CC1 4-(6,7-Difluoro-4-(1,4-dioxa-8-azaspiro[4.5]decan-8-yl)quinoline-3-carbonyl)-N-ethylpiperazine-1-carboxamide